1-(2,6-dichloropyridin-4-yl)-3-(3,5-difluoro-2-hydroxymethylphenyl)urea ClC1=NC(=CC(=C1)NC(=O)NC1=C(C(=CC(=C1)F)F)CO)Cl